NC([C@H](CO)NC(=O)C1=C(OC2=C1C=C(C=C2)OCC2=CC=NN2CC(F)(F)F)C)=O (S)-N-(1-Amino-3-hydroxy-1-oxopropan-2-yl)-2-methyl-5-((1-(2,2,2-trifluoroethyl)-1H-pyrazol-5-yl)methoxy)benzofuran-3-carboxamide